F[Sb-](F)(F)(F)(F)F.OC1=CC=C(C=C1)[S+](CC1=C(C=CC=C1)C)C (4-Hydroxyphenyl)methyl(2-methylbenzyl)sulfonium Hexafluoroantimonate